Cl.FC1(CNC1)C 3-fluoro-3-methylazetidine hydrogen chloride